4-(1-(4-(methyl-(phenyl)amino)-1-(4-(trifluoromethyl)benzyl)-1H-indole-7-carboxamido)cyclopropyl)benzoic acid CN(C1=C2C=CN(C2=C(C=C1)C(=O)NC1(CC1)C1=CC=C(C(=O)O)C=C1)CC1=CC=C(C=C1)C(F)(F)F)C1=CC=CC=C1